OCC1=CC=C(OP2(=NP(=NP(=N2)(OC2=CC=C(C=C2)CO)OC2=CC=C(C=C2)CO)(OC2=CC=C(C=C2)CO)OC2=CC=C(C=C2)CO)OC2=CC=C(C=C2)CO)C=C1 hexa(p-hydroxymethylphenoxy)-cyclotriphosphazene